4-[[6-chloro-4-(2-phenylethynyl)-2-pyridinyl]oxymethyl]-3-fluoro-benzonitrile ClC1=CC(=CC(=N1)OCC1=C(C=C(C#N)C=C1)F)C#CC1=CC=CC=C1